2-[2-methyl-4-(piperidin-4-yl)-1,3-benzodioxol-2-yl]pyridine, hydrochloride salt Cl.CC1(OC2=C(O1)C=CC=C2C2CCNCC2)C2=NC=CC=C2